4-(dimethylamino)phenyl chloride CN(C1=CC=C(C=C1)Cl)C